C(C)N1C(NC2=C(C1=O)OC(=N2)CN2CCN(CC2)C=2C=CC(=NC2)C(=O)NC)=O 5-(4-((6-ethyl-5,7-dioxo-4,5,6,7-tetrahydrooxazolo[4,5-d]pyrimidin-2-yl)methyl)piperazin-1-yl)-N-methylpicolinamide